C1(CCCC1)N1N=CC=C1C1=C(C=CC=C1OC)F 1-cyclopentyl-5-(2-fluoro-6-methoxyphenyl)-1H-pyrazol